OCCOC=1C=C(C)C=CC1 3-(2-hydroxyethoxy)toluene